2-(2-isopropylphenyl)-9-(4-(4-(pyridin-2-yl)-1H-1,2,3-triazol-1-yl)benzyl)-7,9-dihydro-8H-purin-8-one C(C)(C)C1=C(C=CC=C1)C1=NC=C2NC(N(C2=N1)CC1=CC=C(C=C1)N1N=NC(=C1)C1=NC=CC=C1)=O